FC1(CCC2(CN(CCO2)C2=CC(=NC(=N2)C(F)(F)F)N(CC2CN(CCO2)S(=O)(=O)C)C)CC1)F 6-(9,9-difluoro-1-oxa-4-azaspiro[5.5]undecan-4-yl)-N-methyl-N-((4-(methylsulfonyl)morpholin-2-yl)methyl)-2-(trifluoromethyl)pyrimidin-4-amine